4-bromo-2,2'-bipyridinylium BrC1=CC(=[NH+]C=C1)C1=[NH+]C=CC=C1